N-[4-(2,4-difluorophenoxy)-3-[5-(dimethylamino)-1-methyl-6-oxopyridin-3-yl]phenyl]ethanesulfonamide FC1=C(OC2=C(C=C(C=C2)NS(=O)(=O)CC)C2=CN(C(C(=C2)N(C)C)=O)C)C=CC(=C1)F